Cl.ClC=1C=CC(=NC1)C1(OC2=C(O1)C=CC=C2C2CCNCC2)C 5-chloro-2-(2-methyl-4-(piperidin-4-yl)benzo[d][1,3]dioxol-2-yl)pyridine hydrochloride